1-(5-(2-(2-oxa-6-azaspiro[3.3]heptan-6-yl)ethyl)-8-hydroxy-2-(4-methoxyphenyl)-6-oxo-5,6-dihydropyrido[2,3-b]pyrazine-7-carboxamido)cyclohexane-1-carboxylic acid C1OCC12CN(C2)CCN2C(C(=C(C=1C2=NC=C(N1)C1=CC=C(C=C1)OC)O)C(=O)NC1(CCCCC1)C(=O)O)=O